C1(CCC1)N1N=C(C=C1)C1COCC1 1-cyclobutyl-3-(tetrahydrofuran-3-yl)-1H-pyrazole